(6-bromo-2',3',5',6'-tetrahydrospiro[indolin-3,4'-pyran]-1-yl)ethan-1-one-2-d BrC1=CC=C2C(=C1)N(CC21CCOCC1)C(C[2H])=O